4-(3-(4-aminopiperidin-1-yl)-1-(p-tolyl)-1H-pyrazol-5-yl)-2-fluorobenzonitrile NC1CCN(CC1)C1=NN(C(=C1)C1=CC(=C(C#N)C=C1)F)C1=CC=C(C=C1)C